(2S,3R,4S,5R,6R)-2-(((R)-1-(2-chlorophenyl)-2-hydroxy-2-methylpropyl)thio)-6-(hydroxymethyl)-4-(4-(3,4,5-trifluorophenyl)-1H-1,2,3-triazol-1-yl)tetrahydro-2H-pyran-3,5-diol ClC1=C(C=CC=C1)[C@H](C(C)(C)O)S[C@@H]1O[C@@H]([C@@H]([C@@H]([C@H]1O)N1N=NC(=C1)C1=CC(=C(C(=C1)F)F)F)O)CO